1-(1-amino-8-fluoroisoquinolin-4-yl)-N-(5-cyano-6-(2H-1,2,3-triazol-2-yl)pyridin-3-yl)-5-(trifluoromethyl)-1H-pyrazole-4-carboxamide NC1=NC=C(C2=CC=CC(=C12)F)N1N=CC(=C1C(F)(F)F)C(=O)NC=1C=NC(=C(C1)C#N)N1N=CC=N1